di-tert-butyl (2R,4R)-4-((6'-chloro-3'-fluoro-[2,4'-bipyridin]-2'-yl) methyl)-2-methylpiperidine-1,4-dicarboxylate ClC1=CC(=C(C(=N1)C[C@@]1(C[C@H](N(CC1)C(=O)OC(C)(C)C)C)C(=O)OC(C)(C)C)F)C1=NC=CC=C1